(S)-2-(4-(3-(4-chloro-2-fluorobenzyloxy)isothiazol-4-yl)-2,5-difluorobenzyl)-1-(oxetan-2-ylmethyl)-1H-benzo[d]imidazole-6-carboxylic acid ClC1=CC(=C(COC2=NSC=C2C2=CC(=C(CC3=NC4=C(N3C[C@H]3OCC3)C=C(C=C4)C(=O)O)C=C2F)F)C=C1)F